C(#N)C=1C=NN2C1C(=CC(=C2)NCC(=O)N(C)C)C=2C=NC(=CC2)N2CC1N(C(C2)C1)CC=1C=NC(=CC1)OC 2-((3-cyano-4-(6-(6-((6-Methoxypyridin-3-yl)methyl)-3,6-diazabicyclo[3.1.1]heptan-3-yl)pyridin-3-yl)pyrazolo[1,5-a]Pyridin-6-yl)amino)-N,N-dimethylacetamide